BrC=1C(=NN(C1)CCOC1OCC1)OC bromo-3-methoxy-1-[2-(oxetan-2-yloxy)ethyl]pyrazole